C(#N)N1C[C@]2(CCC2C1)NC(C1=CC=C(C=C1)C1=C(C=NC=C1)NC1=CC=C(C=C1)F)=O N-((1R)-3-cyano-3-azabicyclo[3.2.0]heptan-1-yl)-4-(3-((4-fluorophenyl)amino)pyridin-4-yl)benzamide